5-((((1-isopropyl-1H-pyrazol-5-yl)methyl)(5-(2,4,5-trifluoro-3-hydroxyphenyl)-1,2,4-oxadiazol-3-yl)amino)methyl)picolinamide C(C)(C)N1N=CC=C1CN(C1=NOC(=N1)C1=C(C(=C(C(=C1)F)F)O)F)CC=1C=CC(=NC1)C(=O)N